C(#N)CCN(C1CCN(CC1)C(CN1N=C(C(=C1)NC(=O)C=1C=NN2C1N=CC=C2)C2=C(C=CC(=C2)SCC)OC(F)F)=O)C N-[1-[2-[4-[2-cyanoethyl(methyl)amino]-1-piperidyl]-2-oxo-ethyl]-3-[2-(difluoromethoxy)-5-ethylsulfanyl-phenyl]pyrazol-4-yl]pyrazolo[1,5-a]pyrimidine-3-carboxamide